(R)-4-(3-ethoxycarbonyl-4-nitrophenyl)-3-ethylpiperazine-1-carboxylic acid tert-butyl ester C(C)(C)(C)OC(=O)N1C[C@H](N(CC1)C1=CC(=C(C=C1)[N+](=O)[O-])C(=O)OCC)CC